FC=1C(=C(C=CC1F)[C@H]1[C@@H](O[C@]([C@H]1C)(C(F)(F)F)C)C(=O)NC1=CC(=NC=C1)C(=O)N)O 4-((2R,3S,4S,5R)-3-(3,4-difluoro-2-hydroxyphenyl)-4,5-dimethyl-5-(trifluoromethyl)tetrahydrofuran-2-carboxamido)picolinamide